NC1=C(C(=O)N2C(CN(CC2)C(=O)OC(C)(C)C)C(F)F)C=C(C(=C1F)C1=CC(=CC2=CC=CC=C12)OC)Cl tert-butyl 4-(2-amino-5-chloro-3-fluoro-4-(3-methoxynaphthalen-1-yl)benzoyl)-3-(difluoromethyl)piperazine-1-carboxylate